(S)-12-(2-(3-(bis(4-methoxyphenyl) (phenyl) methoxy)-2-hydroxypropionamido)-ethylamino)-12-oxododecanoate COC1=CC=C(C=C1)C(OC[C@@H](C(=O)NCCNC(CCCCCCCCCCC(=O)[O-])=O)O)(C1=CC=CC=C1)C1=CC=C(C=C1)OC